7-(3-(1-(((1R,3S) or (1S,3R)-3-fluorocyclopentyl)methyl)-1H-pyrazol-4-yl)-6-methylpyridin-2-yl)quinoline F[C@@H]1C[C@@H](CC1)CN1N=CC(=C1)C=1C(=NC(=CC1)C)C1=CC=C2C=CC=NC2=C1 |o1:1,3|